C1(CCCCC1)N1C(N(C(C1=O)CCC(=O)NC1=C(C(=O)NO)C=CC=C1)CC1=CC=C(C=C1)C)=O (3-(1-cyclohexyl-3-(4-methylbenzyl)-2,5-dioxoimidazolin-4-yl)propionylamino)-N-hydroxybenzamide